C1(=C(C=CC=C1)N1C(=NNC1=O)C(F)(F)F)C 4-(2-tolyl)-3-trifluoromethyl-1,2,4-triazol-5-one